5-(((S)-1-((R)-3-(4-(5-(difluoromethyl)pyrimidin-2-yl)piperazin-1-yl)-2-hydroxy-3-oxopropoxy)propan-2-yl)oxy)-2-(4-methoxybenzyl)-4-(trifluoromethyl)pyridazin-3(2H)-one FC(C=1C=NC(=NC1)N1CCN(CC1)C([C@@H](COC[C@H](C)OC1=C(C(N(N=C1)CC1=CC=C(C=C1)OC)=O)C(F)(F)F)O)=O)F